COC1=C(C=CC=C1)C1=NC=CC2=C1CN(C2=O)C=2C=NN(C2)C 4-(2-methoxyphenyl)-2-(1-methyl-1H-pyrazol-4-yl)-2,3-dihydro-1H-pyrrolo[3,4-c]pyridin-1-one